1-(difluoromethoxy)-10-fluoro-6-(methyl-d3)-6,7-dihydro-7,14-methanobenzo[f]benzo[4,5]imidazo[1,2-a][1,4]diazocin-5(14H)-one FC(OC1=CC=CC=2C(N(C3C=4N(C(C21)C3)C3=C(N4)C=C(C=C3)F)C([2H])([2H])[2H])=O)F